deutero-oxolane [2H]C1OCCC1